ClC1=NC(=C2N=CN(C2=N1)CC(=O)C1=NC=CC=C1)N1N=C(C=C1)C=1C=NC=CC1 2-(2-chloro-6-(3-(pyridin-3-yl)-1H-pyrazol-1-yl)-9H-purin-9-yl)-1-(pyridin-2-yl)ethan-1-one